dilithium α-ketoglutarate O=C(C(=O)[O-])CCC(=O)[O-].[Li+].[Li+]